NC1=C(C=C(OCCS(=O)(=O)O)C=C1)OCC 2-(4-amino-3-ethoxyphenoxy)ethane-1-sulfonic acid